2-(4-methylphenyl)morpholine CC1=CC=C(C=C1)C1CNCCO1